BrC1=C(C=C(C(=O)N2CC=3N(CC2)C(N(C3C(=O)N[C@H](C3=CC=CC=C3)C3CC3)C3=CC=C(C=C3)OC)=O)C=C1)Cl |r| 7-(4-bromo-3-chloro-benzoyl)-2-(4-methoxyphenyl)-3-oxo-N-[rac-(S)-cyclopropyl(phenyl)methyl]-6,8-dihydro-5H-imidazo[1,5-a]pyrazine-1-carboxamide